C(C)(C)C1=C(C=C(C=C1OC)C=1N=CC2=CC=CC=C2C1)OC 3-(4-isopropyl-3,5-dimethoxyphenyl)isoquinoline